C1(CC1)S(=O)(=O)N1N=CC(=C1)C1=NC=CC(=N1)C1(C=C(C(=CN1)C1=NC=C(C=C1)S(=O)(=O)C)NC1CCC(CC1)NCCF)N 6'-(2-(1-(Cyclopropylsulfonyl)-1H-pyrazol-4-yl)pyrimidin-4-yl)-N4'-((1s,4s)-4-((2-fluoroethyl)amino)cyclohexyl)-5-(methylsulfonyl)-[2,3'-bipyridine]-4',6'-diamine